(3,3-dimethyl-2,3-dihydro-1H-pyrrolo[3,2-b]pyridin-1-yl)(9-(2-fluorobenzyl)-3,9-diazaspiro[5.5]undecan-3-yl)methanone CC1(CN(C=2C1=NC=CC2)C(=O)N2CCC1(CC2)CCN(CC1)CC1=C(C=CC=C1)F)C